COC1=CC=C(C=C1)\N=C(/C#N)\C1=CC=CC2=CC=CC=C12 (Z)-alpha-(p-methoxyphenylimino)-1-naphthylacetonitrile